2-[[5-ethylsulfonyl-6-[1-methyl-5-(trifluoromethylsulfonyl)benzimidazol-2-yl]-3-pyridinyl]oxy]-2-methyl-propionitrile C(C)S(=O)(=O)C=1C=C(C=NC1C1=NC2=C(N1C)C=CC(=C2)S(=O)(=O)C(F)(F)F)OC(C#N)(C)C